perfluoro-1,3-bis(acryloyloxyethoxy)adamantane FC1(C2(C(C3(C(C(C(C1(C3(F)F)OC(C(OC(C(=C(F)F)F)=O)(F)F)(F)F)(F)F)(C2(F)F)F)(F)F)F)(F)F)OC(C(OC(C(=C(F)F)F)=O)(F)F)(F)F)F